CN(CCC=1C(=CC(NC1)=O)C(F)(F)F)C 5-[2-(dimethylamino)ethyl]-4-(trifluoromethyl)-1H-pyridin-2-one